FC=1C=C(C=CC1OC(C)C)C1=CC=C2C(C(COC2=C1)(C)C)NC(O[C@@H]1CN2CCC1CC2)=O (S)-quinuclidin-3-yl (7-(3-fluoro-4-isopropoxyphenyl)-3,3-dimethylchroman-4-yl)carbamate